CC1(CNCCO1)C 2,2-dimethyl-morpholine